1-(4-methoxyphenoxy)-3,3-dimethylbut-2-yl 1H-imidazole-1-carboxylate N1(C=NC=C1)C(=O)OC(COC1=CC=C(C=C1)OC)C(C)(C)C